2-(4-chlorobenzyl)pyridine ClC1=CC=C(CC2=NC=CC=C2)C=C1